ClC1=C(CNC(=O)[C@]2(C=3C=CC=NC3[C@](CC2)(CSC)O)F)C=CC(=C1)Cl (5S,8R)-N-(2,4-dichlorobenzyl)-5-fluoro-8-hydroxy-8-((methylthio)methyl)-5,6,7,8-tetrahydroquinoline-5-carboxamide